C(N)(=O)C1=C(C(=CC(=C1)Cl)Cl)NC(=O)C=1N(N=C(C1)CN1N=C(N=N1)C1=CC=C(C=C1)C(F)(F)F)CC(F)F N-(2-carbamoyl-4,6-dichloro-phenyl)-2-(2,2-difluoroethyl)-5-[[5-[4-(trifluoromethyl)phenyl]tetrazol-2-yl]methyl]pyrazole-3-carboxamide